FC1=C(C=C(C=C1)F)[C@@]12N(CC[C@H]2C1)C1=NC=2N(C=C1)N=CC2NC(=O)N2C([C@H](CC2([2H])[2H])O)([2H])[2H] (s)-N-(5-((1R,5S)-1-(2,5-difluorophenyl)-2-azabicyclo[3.1.0]hexan-2-yl)pyrazolo[1,5-a]pyrimidin-3-yl)-3-hydroxypyrrolidine-2,2,5,5-d4-1-carboxamide